Ethyl 4-(3-fluoro-2-methyl-phenyl)-6-methyl-2-thiazol-2-yl-1,4-dihydropyrimidine-5-carboxylate FC=1C(=C(C=CC1)C1N=C(NC(=C1C(=O)OCC)C)C=1SC=CN1)C